1-(2-carbonyl-1,2,5,6-tetrahydro-4H-imidazo[4,5,1-ij]quinoline-7-yl)-5-(trifluoromethyl)-N-(2-(trifluoromethyl)pyridin-4-yl)-1H-pyrazole-4-carboxamide C(=O)=C1NC=2C=CC(=C3CCCN1C23)N2N=CC(=C2C(F)(F)F)C(=O)NC2=CC(=NC=C2)C(F)(F)F